(S)-1-[(S)-1-({9-(Dimethylamino)-3-aza-3-spiro[5.5]undecyl}carbonyl)-3-methylbutyl]-3-isobutyl-2-piperazinone CN(C1CCC2(CCN(CC2)C(=O)[C@H](CC(C)C)N2C([C@@H](NCC2)CC(C)C)=O)CC1)C